C(C)(C)(C)C=1C=C(CN2C(C3=CC=CC=C3C2=O)=O)C=C(C1O)C(C)(C)C 2-[3,5-di(t-butyl)-4-hydroxybenzyl]Isoindoline-1,3-dione